2-(4-(2'-fluoro[1,1'-biphenyl]-4-yl)piperazin-1-yl)-N-(4-hydroxyphenyl)acetamide FC1=C(C=CC=C1)C1=CC=C(C=C1)N1CCN(CC1)CC(=O)NC1=CC=C(C=C1)O